2-(benzhydryl(methyl)amino)-N-(cyclopent-3-en-1-yl)-5-hydroxy-1-methyl-6-oxo-1,6-dihydropyrimidine-4-carboxamide C(C1=CC=CC=C1)(C1=CC=CC=C1)N(C=1N(C(C(=C(N1)C(=O)NC1CC=CC1)O)=O)C)C